C(C)C1=CN=C(S1)C=1C=C(OC[C@H]2CN(CCO2)C(=O)[O-])C=C(C1F)C(N[C@H](C)C=1C=NC(=NC1)C(F)(F)F)=O (R)-2-((3-(5-ethylthiazol-2-yl)-4-fluoro-5-(((R)-1-(2-(trifluoromethyl)pyrimidine-5-yl)ethyl)carbamoyl)phenoxy)methyl)morpholine-4-carboxylate